3-[(3R)-3-amino-5-[(4-chlorophenyl)methyl]-8-fluoro-1,1,4-trioxo-2,3-dihydro-1λ6,5-benzothiazepin-7-yl]-N-(2,2-difluoropropyl)-1,2,4-oxadiazole-5-carboxamide N[C@H]1CS(C2=C(N(C1=O)CC1=CC=C(C=C1)Cl)C=C(C(=C2)F)C2=NOC(=N2)C(=O)NCC(C)(F)F)(=O)=O